2-chloro-4-[[3-[4-(cyanomethoxy)-2,3-difluoro-phenyl]imidazo[1,2-a]pyrazin-8-yl]amino]-N-[3-(dimethylamino)propylcarbamoyl]-N-ethyl-benzamide ClC1=C(C(=O)N(CC)C(NCCCN(C)C)=O)C=CC(=C1)NC=1C=2N(C=CN1)C(=CN2)C2=C(C(=C(C=C2)OCC#N)F)F